ClC=1C=C(C=CC1Cl)C=1N=C(SC1SC(C)C)N1N=C(C(=C1C(=O)O)C=1C=NN(C1)C(N(C)C)=O)C 1-(4-(3,4-dichlorophenyl)-5-(isopropylthio)thiazol-2-yl)-1'-(dimethylcarbamoyl)-3-methyl-1H,1'H-[4,4'-bipyrazole]-5-carboxylic acid